ClC=1C=C(C=C(C1F)Cl)C1(CC(=NO1)C1=CC=C(C2=CC=CC=C12)C(=O)OC)C(F)(F)F methyl 4-[5-(3,5-dichloro-4-fluorophenyl)-4,5-dihydro-5-(trifluoromethyl)-3-isoxazolyl]-1-naphthalenecarboxylate